SCCC(=O)O.SCCC(=O)O.SCCC(=O)O.SCCC(=O)O.C(O)C(CC)(CO)CO.C(O)C(CC)(CO)CO ditrimethylolpropane tetrakis(3-mercaptopropionate)